[N+](=O)([O-])C1=CC=C(C(=O)OCC(CCCC)CC)C=C1 2-ethylhexyl para-nitrobenzoate